4-((tert-Butoxycarbonyl)(4-methoxybenzyl)amino)-7-(1-(tetrahydro-2H-pyran-2-yl)-1H-pyrazol-5-yl)pyrrolo[1,2-a]quinoxaline-2-carboxylic acid ethyl ester C(C)OC(=O)C=1C=C2N(C3=CC=C(C=C3N=C2N(CC2=CC=C(C=C2)OC)C(=O)OC(C)(C)C)C2=CC=NN2C2OCCCC2)C1